(1S,2S,4R,6R,8S,9S,11S,12R,13S,19S)-8-(2-Aminoacetyl)-12,19-difluoro-11-hydroxy-9,13-dimethyl-6-propyl-5,7-dioxapentacyclo[10.8.0.02,9.04,8.013,18]icosa-14,17-dien-16-one NCC(=O)[C@@]12O[C@@H](O[C@@H]1C[C@H]1[C@@H]3C[C@@H](C4=CC(C=C[C@@]4([C@]3([C@H](C[C@]21C)O)F)C)=O)F)CCC